NC=1N=C(C2=C(N1)C=CN2CC2=C(C=C(C(=O)OC)C=C2)OC)NOCCCC Methyl 4-{[2-amino-4-(butoxyamino)-5H-pyrrolo[3,2-d]pyrimidin-5-yl]methyl}-3-methoxybenzoate